N[C@@H]1[C@H](COC1)O (3R,4S)-4-amino-tetrahydrofuran-3-ol